COC=1C=C2C(=CNC2=CC1)CCC1=C(C=CC=C1)S(=O)(=O)N (2-(5-methoxy-1H-indol-3-yl)ethyl)benzenesulfonamide